2-((1H-pyrazol-3-yl)methyl)-6-((4-methoxyphenyl)sulfonyl)phthalazin-1(2H)-one N1N=C(C=C1)CN1C(C2=CC=C(C=C2C=N1)S(=O)(=O)C1=CC=C(C=C1)OC)=O